C(C1=CC=CC=C1)OC=1C(=NC=2C=3N([C@@H](CC2C1)C(C)(C)C)C=C(C(C3)=O)C(=O)OCC)C=O ethyl (S)-3-(benzyloxy)-6-(tert-butyl)-2-formyl-10-oxo-5,10-dihydro-6H-pyrido[1,2-h][1,7]naphthyridine-9-carboxylate